Cl.NCC1CC(NCC1)=O 4-aminomethyl-piperidin-2-one hydrochloride